C1=CC=CC=2[SiH2]C3=C(C21)C=CC=C3 dibenzosilolane